FC=1C(=NNC1)C(=O)N(C)CC1=CC=C(C=C1)NC(OCC1=CC=C(C=C1)Cl)=O 4-chlorobenzyl (4-((4-fluoro-N-methyl-1H-pyrazole-3-carboxamido)meth-yl)phenyl)carbamate